phosphorous acid dimethyl ester trimethylsilyl ester C[Si](C)(C)OP(OC)OC